FC1(CN(CC[C@H]1NC1=NN2C(C(=N1)OC)=C(C(=C2)F)C=2C=C(C1=C(N(C=N1)CC(F)F)C2)F)C)F (R)-N-(3,3-difluoro-1-methylpiperidin-4-yl)-5-(1-(2,2-difluoroethyl)-4-fluoro-1H-benzo[d]imidazol-6-yl)-6-fluoro-4-methoxypyrrolo[2,1-f][1,2,4]triazin-2-amine